S1NN=CC(C1)=O 5-thiadiazinon